6-Chloro-fucose Tetraacetate C(C)(=O)O[C@H](C=O)[C@H](OC(C)=O)[C@H](OC(C)=O)[C@@H](OC(C)=O)CCl